[As].CC1=CC=CC=C1 p-methylbenzene arsenic